C(CC=C)C1=NC(=C(C(=O)O)C=C1)N1CCC(CCC1)(F)F 6-(but-3-en-1-yl)-2-(4,4-difluoroazepan-1-yl)nicotinic acid